2-(benzoylcarbamothioylamino)-5,5-dimethyl-4,7-dihydrothieno[2,3-c]pyran-3-carboxylic acid C(C1=CC=CC=C1)(=O)NC(=S)NC1=C(C2=C(COC(C2)(C)C)S1)C(=O)O